FC1=C(C=CC(=C1)F)CC(C(=O)OC)(C)O methyl 3-(2,4-difluorophenyl)-2-hydroxy-2-methylpropionate